FC(C=1C(=C(C=C2NC(C=3N(C12)C(=NN3)C)(C)C)F)C=3C=CC=C1C(=CNC31)C)F 9-(Difluoro-methyl)-7-fluoro-1,4,4-trimethyl-8-(3-methyl-1H-indol-7-yl)-5H-[1,2,4]triazolo[4,3-a]quinoxaline